bis[4-(tert-butoxycarbonylamino) phenyl] terephthalate C(C1=CC=C(C(=O)OC2=CC=C(C=C2)NC(=O)OC(C)(C)C)C=C1)(=O)OC1=CC=C(C=C1)NC(=O)OC(C)(C)C